(2S,4R)-1-(ethanesulfonyl)-4-(2-fluoro-4-iodophenoxy)-N-methylpyrrolidine-2-carboxamide C(C)S(=O)(=O)N1[C@@H](C[C@H](C1)OC1=C(C=C(C=C1)I)F)C(=O)NC